O[C@]1(CC[C@@H]2[C@@H]([C@H]3CC[C@]4([C@H]([C@@H]3CC2)CC[C@@H]4C(CN4N=NN=C4C)=O)C)CC1)C 1-((1S,3aS,3bR,5aR,8S,10aS,10bR,12aS)-8-hydroxy-8,12a-dimethyloctadecahydrocyclohepta[a]cyclopenta[f]naphthalen-1-yl)-2-(5-methyl-1H-tetrazol-1-yl)ethan-1-one